BrC=1C(=NC(=NC1)NC1=C(C=C(C(=C1)C=1C=NN(C1)C)N1CCC2(CC1)CCNCC2)OC)NC=2C(=C1N=CC=NC1=CC2)P(C)(C)=O (6-((5-Bromo-2-((2-methoxy-5-(1-methyl-1H-pyrazol-4-yl)-4-(3,9-Diazaspiro[5.5]undecan-3-yl)phenyl)amino)pyrimidin-4-yl)amino)quinoxalin-5-yl)dimethylphosphine oxide